methyl (7S)-7-methyl-2-[2-(1H-pyrazol-1-yl)ethyl]-3-(2-{[(pyridin-3-yl)methyl]amino}ethyl)-3H,6H,7H,8H,9H-imidazo[4,5-f]quinoline-6-carboxylate C[C@@H]1N(C2=CC=C3C(=C2CC1)N=C(N3CCNCC=3C=NC=CC3)CCN3N=CC=C3)C(=O)OC